(1S,2S)-1,2-bis(4-cyanophenyl)ethylenediamine hydrochloride Cl.C(#N)C1=CC=C(C=C1)[C@@H]([C@@H](N)C1=CC=C(C=C1)C#N)N